The molecule is a thromboxane A that is thromboxane A2 carrying an additional hydroxy substituent at position 18. It has a role as a human xenobiotic metabolite. It is a thromboxanes A, a secondary allylic alcohol, an epoxy monocarboxylic acid and a diol. It derives from a thromboxane A2. It is a conjugate acid of a 18-hydroxythromboxane A2(1-). CCC(CC[C@@H](/C=C/[C@@H]1[C@H]([C@@H]2C[C@@H](O2)O1)C/C=C\\CCCC(=O)O)O)O